C1(C(C1=C(C#N)C1=C(C(=C(C(=C1F)F)C#N)F)F)=C(C#N)C1=C(C(=C(C(=C1F)F)C#N)F)F)=C(C#N)C1=C(C(=C(C(=C1F)F)C#N)F)F 2,2',2''-(Cyclopropan-1,2,3-triyliden)tris(2-(p-cyanotetrafluorophenyl)acetonitril)